3-hydroxy-4-methyl-1-(oxetan-3-ylmethyl)-1H-pyrazole-5-carboxylic acid ethyl ester C(C)OC(=O)C1=C(C(=NN1CC1COC1)O)C